OC1CN(C1)C1CNC1 3-hydroxy-[1,3'-biazetidin]